((2R,3S,5R)-2-ethynyl-5-(2-fluoro-6-tetradecanamido-9H-purin-9-yl)-3-hydroxytetrahydrofuran-2-yl)methyl decanoate C(CCCCCCCCC)(=O)OC[C@]1(O[C@H](C[C@@H]1O)N1C2=NC(=NC(=C2N=C1)NC(CCCCCCCCCCCCC)=O)F)C#C